(S)-2-(4-fluorophenyl)-pyrrolidine FC1=CC=C(C=C1)[C@H]1NCCC1